ClC=1C(=NC(=NC1)NC=1C=NN(C1C)C)C1=CC=C2CN(C(C2=C1)=O)[C@@H](C(=O)N[C@H](CO)C1=NC(=CC=C1)N(C)C)C (2R)-2-(6-{5-chloro-2-[(1,5-dimethyl-1H-pyrazol-4-yl)amino]pyrimidin-4-yl}-1-oxo-2,3-dihydro-1H-isoindol-2-yl)-N-[(1S)-1-[6-(dimethylamino)pyridin-2-yl]-2-hydroxyethyl]propanamide